N1=C(C=CC=C1)CCl 2-Picolyl chloride